CN([Si]1(O[Si](O[Si](O1)(C)N(C)C)(C)C)C)C 2,4-bis(dimethylamino)-2,4,6,6-tetramethylcyclotrisiloxane